C1(=CC=CC=C1)N1C=C(C(C2=CC=CC=C12)C1=CC=CC=C1)C(=O)C1=CC(=CC=C1)Br phenyl-(3-bromophenyl)(4-phenyl-1,4-dihydroquinolin-3-yl)methanone